COC1=C(C(=CC=C1)OC)N1C(=NN=C1C=1OC=CC1)SCC(=O)OCC Ethyl {[4-(2,6-dimethoxyphenyl)-5-(furan-2-yl)-4H-1,2,4-triazol-3-yl]sulfanyl}acetate